4-ethyl-5-((2-methyl-1,4-diazacycloheptan-1-yl)sulfonyl)isoquinolin-1-ol C(C)C1=CN=C(C2=CC=CC(=C12)S(=O)(=O)N1C(CNCCC1)C)O